O1CCN(CC1)C1=CC=C(N)C=C1[N+](=O)[O-] 4-morpholino-5-nitroaniline